ONC(=O)C1=NOC(=C1)CCNC(C1=CC(=CC=C1)C=1C=NC=CC1)=O N-hydroxy-5-(2-(3-(pyridin-3-yl)benzamido)ethyl)isoxazole-3-carboxamide